3-(2-chloro-4'-((2-oxopyrrolidin-1-yl)methyl)-[1,1'-biphenyl]-3-yl)piperidine-2,6-dione ClC1=C(C=CC=C1C1C(NC(CC1)=O)=O)C1=CC=C(C=C1)CN1C(CCC1)=O